NC1=NC=NN2C1=C(C=C2C=2C=CC(=C(C(=O)N[C@@H]1CN(C[C@@H]1F)C(=O)C1=NC=C(C=C1)F)C2)Cl)C(F)(F)F 5-[4-amino-5-(trifluoromethyl)pyrrolo[2,1-f][1,2,4]triazin-7-yl]-2-chloro-N-[(3R,4S)-4-fluoro-1-(5-fluoropyridine-2-carbonyl)pyrrolidin-3-yl]benzamide